NC1=C(C=CC=C1)C=CC(=O)N 3-(2-aminophenyl)acrylamide